ethyl (S)-2-(3-fluoro-2-methoxy-5-(tetrahydrofuran-2-yl)phenyl)acetate FC=1C(=C(C=C(C1)[C@H]1OCCC1)CC(=O)OCC)OC